(1-(6-(1-methyl-1H-pyrazol-4-yl)pyrazolo[1,5-a]pyrazin-4-yl)piperidin-4-yl)methanamine dihydrochloride Cl.Cl.CN1N=CC(=C1)C=1N=C(C=2N(C1)N=CC2)N2CCC(CC2)CN